4-((1-(4-(Trifluoromethyl)benzyl)-5-(3-(trifluoromethyl)phenyl)-1H-indol-7-amido)methyl)benzoic acid FC(C1=CC=C(CN2C=CC3=CC(=CC(=C23)C(=O)NCC2=CC=C(C(=O)O)C=C2)C2=CC(=CC=C2)C(F)(F)F)C=C1)(F)F